1-(4-cyclobutyl-3-(3,3-difluorocyclobutyl)-1-methyl-1H-pyrazol-5-yl)-3-(2-hydroxy-2-methylpropyl)urea C1(CCC1)C=1C(=NN(C1NC(=O)NCC(C)(C)O)C)C1CC(C1)(F)F